4-(3-(cyclopropylmethoxy)-4-(difluoromethoxy)phenethyl)pyridin-2-ol C1(CC1)COC=1C=C(CCC2=CC(=NC=C2)O)C=CC1OC(F)F